COC=1C=C2CC(C(C2=CC1)O)(C)C 5-methoxy-2,2-dimethyl-2,3-dihydro-1-indenol